FC=1C=C(C=C(C1)F)NCC=1C=C(C=C2C(C=C(OC12)N1CCOCC1)=O)C#N 8-(((3,5-difluorophenyl)amino)methyl)-2-morpholino-4-oxo-4H-chromene-6-carbonitrile